ClC1=NC(=NC(=C1)N1CCN(CC1)C)C1=NC=2C=CC3=C(C2C=C1)C1=C(S3)CN[C@@H](CN1)C (R)-3-(4-chloro-6-(4-methylpiperazin-1-yl)pyrimidin-2-yl)-10-methyl-9,10,11,12-tetrahydro-8H-[1,4]diazepino[5',6':4,5]thieno[3,2-f]quinolin